α-hydroxydecanoic acid OC(C(=O)O)CCCCCCCC